C1(CC1)C1=CC(N(C=C1C=1C=NN(C1)C)C)=O 4-cyclopropyl-1-methyl-5-(1-methyl-1H-pyrazol-4-yl)pyridin-2(1H)-one